2-(3,5-dimethoxy-4-isopropyl-phenyl)-5-methylsulfonylbenzofuran COC=1C=C(C=C(C1C(C)C)OC)C=1OC2=C(C1)C=C(C=C2)S(=O)(=O)C